tert-butyl 4-(4-((6-chloro-2-methoxyacridin-9-yl)amino)pentyl)piperazine-1-carboxylate ClC=1C=C2N=C3C=CC(=CC3=C(C2=CC1)NC(CCCN1CCN(CC1)C(=O)OC(C)(C)C)C)OC